N-(2-cyclopentyl-3-oxoisoindolin-5-yl)-4-((2-hydroxyethyl)sulfonyl)-2-(6-azaspiro[2.5]octan-6-yl)benzamide C1(CCCC1)N1CC2=CC=C(C=C2C1=O)NC(C1=C(C=C(C=C1)S(=O)(=O)CCO)N1CCC2(CC2)CC1)=O